Cl.N[C@@H](CNC(O)=O)CC1=CC=CC=C1 (2R)-2-amino-3-phenylpropylcarbamate hydrochloride